6-Methyl-3-[1-[6-methyl-4-oxo-2-phenyl-3-(trifluoromethyl)-chromen-8-yl]ethylamino]pyridine-2-carboxylic acid CC1=CC=C(C(=N1)C(=O)O)NC(C)C=1C=C(C=C2C(C(=C(OC12)C1=CC=CC=C1)C(F)(F)F)=O)C